C(C)(C)(C)OC(=O)N1[C@H](C[C@@H](C1)OCC1=CC=CC=C1)COC1=C(C(=CC(=C1)C)O[C@@H](CF)C)C(=O)OC.NC1=CC=C(OC2=CC(=CC(=C2)OC2=CC=C(C=C2)N)OC2=CC=C(C=C2)N)C=C1 1,3,5-tri(4'-aminophenoxy)benzene tert-Butyl-(2R,4S)-4-(benzyloxy)-2-((3-(((R)-1-fluoropropan-2-yl)oxy)-2-(methoxycarbonyl)-5-methylphenoxy)methyl)pyrrolidin-1-carboxylate